NCC#CC1CN=C2N1C1=C(C=C(C=C1C(N2CC=2C=NN(C2)C)=O)S(=O)(=O)NC2(CC2)C)Cl 1-(3-aminoprop-1-yn-1-yl)-9-chloro-N-(1-methylcyclopropyl)-4-[(1-methylpyrazol-4-yl)methyl]-5-oxo-1H,2H-imidazo[1,2-a]quinazoline-7-sulfonamide